bis(2-hydroxyethyl)aminotris(hydroxymethyl)methane OCCN(CCO)C(CO)(CO)CO